(3aR,4R,6S,6aS)-2,2-dimethyl-4-(4-methylpyrrolo[2,3-d]pyrimidin-7-yl)-3a,4,6,6a-tetrahydrofuro[3,4-d][1,3]dioxole-6-carboxylic acid CC1(O[C@@H]2[C@H](O1)[C@H](O[C@H]2N2C=CC1=C2N=CN=C1C)C(=O)O)C